2-({(1R)-1-[4-Benzyl-1-(2,5-difluorophenyl)-1H-pyrazol-3-yl]-2,2-dimethylpropyl}[3-(1,3-dioxo-1,3-dihydro-2H-isoindol-2-yl)propyl]amino)-2-oxoethylacetat C(C1=CC=CC=C1)C=1C(=NN(C1)C1=C(C=CC(=C1)F)F)[C@@H](C(C)(C)C)N(C(CCC(=O)[O-])=O)CCCN1C(C2=CC=CC=C2C1=O)=O